[N+](=O)([O-])C=1C=C(C(=O)C2=CC=C(C=C2)N(C(C)=O)C)C=CC1[N+](=O)[O-] N-[4-(3,4-dinitrobenzoyl)phenyl]-N-methylacetamide